ClC1=NC=C(C(=C1)C1(C(NC2=CC(=CC=C12)C(F)(F)F)=O)C)OC 3-(2-chloro-5-methoxy-4-pyridyl)-3-methyl-6-(trifluoromethyl)indolin-2-one